C(C)[C@@H](CO)CCCC r-2-ethylhexanol